Ethyl 3-(4-fluorophenyl)-1-methyl-2,4-dioxo-1,2,3,4-tetrahydropyrimidine-5-carboxylate FC1=CC=C(C=C1)N1C(N(C=C(C1=O)C(=O)OCC)C)=O